C[C@@H](C(=O)O)NC N-α-Methyl-L-alanine